N*2*-(2-Chloro-phenyl)-5-(2-isopropyl-4,5-dimethoxy-benzyl)-pyrimidine-2,4-diamine ClC1=C(C=CC=C1)NC1=NC=C(C(=N1)N)CC1=C(C=C(C(=C1)OC)OC)C(C)C